2-(1H-indol-3-yl)-N,N-bis(methyl-d3)ethan-1-amine-1,1-d2 tert-butyl-6-(1-methoxy-1-oxopropan-2-yl)-3,4-dihydroquinoline-1(2H)-carboxylate C(C)(C)(C)OC(=O)N1CCCC2=CC(=CC=C12)C(C(=O)OC)C.N1C=C(C2=CC=CC=C12)CC(N(C([2H])([2H])[2H])C([2H])([2H])[2H])([2H])[2H]